COC(=O)C=1C=NC=CC1OC 4-methoxypyridine-3-carboxylic acid methyl ester